CN(C)C=C1CCC=2C(=NOC2C(=O)NC=2SC(=NN2)SC)C1=O 6-((dimethylamino)methylene)-N-(5-(methylthio)-1,3,4-thiadiazol-2-yl)-7-oxo-4,5,6,7-tetrahydrobenzo[c]isoxazole-3-carboxamide